(-)-1-[(3S*,4R*)-4-(2,6-difluoro-4-methoxyphenyl)-2-oxopyrrolidin-3-yl]-3-[4-(trifluoromethyl)phenyl]urea FC1=C(C(=CC(=C1)OC)F)[C@H]1[C@@H](C(NC1)=O)NC(=O)NC1=CC=C(C=C1)C(F)(F)F |o1:10,11|